(2,6-diphenylphenyl)magnesium bromide C1(=CC=CC=C1)C1=C(C(=CC=C1)C1=CC=CC=C1)[Mg]Br